8-chloro-6-iodoimidazo[1,2-a]pyrazine ClC=1C=2N(C=C(N1)I)C=CN2